3-CHLORO-2-(TRIFLUOROMETHOXY)PHENYLBORONIC ACID ClC=1C(=C(C=CC1)B(O)O)OC(F)(F)F